2-Chloro-4-((S)-8-(6-(3-((4-(3-(((S)-2,6-dioxopiperidin-3-yl)amino)phenyl)piperidin-1-yl)methyl)azetidine-1-carbonyl)pyridazin-3-yl)-3-methyl-2,8-diazaspiro[4.5]decan-2-yl)benzonitrile ClC1=C(C#N)C=CC(=C1)N1CC2(C[C@@H]1C)CCN(CC2)C=2N=NC(=CC2)C(=O)N2CC(C2)CN2CCC(CC2)C2=CC(=CC=C2)N[C@@H]2C(NC(CC2)=O)=O